FC1(CNC2C1CN(CC2)C=2C1=C(N=C(N2)OCC23CCCN3CCC2)C(=C(N=C1)C1=CC(=CC2=CC=CC=C12)O)F)F 4-(4-(3,3-difluorooctahydro-5H-pyrrolo[3,2-c]pyridin-5-yl)-8-fluoro-2-((tetrahydro-1H-pyrrolizin-7a(5H)-yl)methoxy)pyrido[4,3-d]pyrimidin-7-yl)naphthalen-2-ol